N-(3-acetyl-1-methyl-1H-pyrazol-4-yl)-N-[(2-chloroquinolin-7-yl)methyl]acetamide C(C)(=O)C1=NN(C=C1N(C(C)=O)CC1=CC=C2C=CC(=NC2=C1)Cl)C